C(=C)C1=C(CC2=CCC3=CC=CC=C23)C=CC=C1 3-(2-vinylbenzyl)-1H-indene